2-{1-[(3S)-1-formylpyrrolidin-3-yl]-N-methylformamido}-3-methylbutanamide C(=O)N1C[C@H](CC1)C(=O)N(C)C(C(=O)N)C(C)C